(9R,13R)-13-amino-3-(difluoromethyl)-9-methyl-3,4,7,15-tetraazatricyclo[12.3.1.02,6]Octadeca-1(18),2(6),4,14,16-pentaen-8-one N[C@@H]1CCC[C@H](C(NC=2C=NN(C2C=2C=CN=C1C2)C(F)F)=O)C